N',N-dimethylsemicarbazide CN(NC)C(=O)N